1-butyl-3-methylimidazole-trifluoromethylsulfonate salt FC(F)(F)S(=O)(=O)O.C(CCC)N1CN(C=C1)C